FC1=C(C=C(C(=C1O)F)C(F)(F)F)C1=NN(C2=C1C=NC(=C2)N2CC(N(CC2)C2=CC=CC=C2)=O)C 4-(3-(2,4-Difluoro-3-hydroxy-5-(trifluoromethyl)phenyl)-1-methyl-1H-pyrazolo[4,3-c]pyridin-6-yl)-1-phenylpiperazin-2-one